4-(6-(4-(4-(piperidin-4-yl)piperazine-1-carbonyl)phenyl)imidazo[1,2-a]pyridin-3-yl)benzonitrile N1CCC(CC1)N1CCN(CC1)C(=O)C1=CC=C(C=C1)C=1C=CC=2N(C1)C(=CN2)C2=CC=C(C#N)C=C2